N-[5-bromo-4-(trifluoromethyl)pyridin-2-yl]-8-chloroquinolin-2-amine BrC=1C(=CC(=NC1)NC1=NC2=C(C=CC=C2C=C1)Cl)C(F)(F)F